FC1=CC=C(C=C1)N1C(=C(C2=C1C=C1C=NNC1=C2)C2=CC=C(C(=O)O)C=C2)C(COC)(C)O 4-[5-(4-fluorophenyl)-6-(1-hydroxy-2-methoxy-1-methyl-ethyl)-1H-pyrrolo[2,3-f]indazol-7-yl]benzoic Acid